6-(3-(2,6-dichlorophenyl)azetidin-1-yl)nicotinaldehyde ClC1=C(C(=CC=C1)Cl)C1CN(C1)C1=NC=C(C=O)C=C1